hexanediamine furandicarboxylic acid salt O1C(=C(C=C1)C(=O)O)C(=O)O.C(CCCCC)(N)N